C1S(CCC12OCCNC2)(=O)=O 6-oxa-2-thia-9-azaspiro[4.5]decane-2,2-dioxide